1-(4-(2-(4-methoxypiperidin-1-yl)-4-(trifluoromethyl)benzyl)piperazine-1-carbonyl)-1H-pyrazole-3-carboxylic acid COC1CCN(CC1)C1=C(CN2CCN(CC2)C(=O)N2N=C(C=C2)C(=O)O)C=CC(=C1)C(F)(F)F